C(#N)C=1C(=CC(=NC1)NC(=O)N1CCCC2=CC(=C(N=C12)C=O)CN1C(CN(CC1)C)=O)NCC1CN(CCS1)C N-(5-cyano-4-(((4-methylthiomorpholin-2-yl)methyl)amino)pyridin-2-yl)-7-formyl-6-((4-methyl-2-oxopiperazin-1-yl)methyl)-3,4-dihydro-1,8-naphthyridine-1(2H)-carboxamide